1-(4-hydroxypyridin-2-yl)-3,3-dimethyl-N-(4-methyl-1,1-dioxidotetrahydro-2H-thiopyran-4-yl)-2-oxoindoline-5-carboxamide OC1=CC(=NC=C1)N1C(C(C2=CC(=CC=C12)C(=O)NC1(CCS(CC1)(=O)=O)C)(C)C)=O